CN(C=1C=C(C=C(C1)F)\C=C(/C)\[C@H]1C(C(C[C@@H](CC[C@@H]([C@H](/C=C/[C@@H]1C)OC(=O)N1CCN(CC1)C)C)O)=O)=O)C 4-methylpiperazine-1-carboxylic acid [(2s,3s,4E,6r,7s,10r)-2-[(E)-1-[3-(dimethylamino)-5-fluorophenyl] prop-1-en-2-yl]-10-hydroxy-3,7-dimethyl-12-oxo-1-oxocyclododec-4-en-6-yl] ester